CC1=C(C=2C(N(C=3N(C2O1)C(=NN3)C(C)C3=CC=C(C=C3)CC(C)C)C3=CC=CC=C3)=O)C(=O)OCC ethyl 2-methyl-4-keto-5-phenyl-8-(1-(4-isobutylphenyl) ethyl)-furo[3,2-e][1,3,4]triazolo[1,5-a]pyrimidine-3-carboxylate